2-mesyl-4-(trifluoro-methyl)benzaldehyde S(=O)(=O)(C)C1=C(C=O)C=CC(=C1)C(F)(F)F